N-(cyclopropyl(3-methylpyrazin-2-yl)methyl)-7-methyl-1H-indole C1(CC1)C(N1C=CC2=CC=CC(=C12)C)C1=NC=CN=C1C